(R)-4-(3-((((3,5-dimethylpyridin-2-yl)methyl)(methyl)amino)methyl)-1,2,3,4-tetrahydroisoquinolin-5-yl)morpholin-3-one CC=1C(=NC=C(C1)C)CN(C)C[C@@H]1NCC2=CC=CC(=C2C1)N1C(COCC1)=O